N[C@H]1CN(CCC1)C(=O)C=1C=CC=2N(C1)N=C(C2C)C2=CC=1C(=NC(=CC1)C(C)(C)O)N2CC2CC2 2-(2-{6-[(3R)-3-aminopiperidine-1-carbonyl]-3-methylpyrazolo[1,5-a]pyridin-2-yl}-1-(cyclopropylmethyl)-1H-pyrrolo[2,3-b]pyridin-6-yl)propan-2-ol